4-[4-fluoro-2-(2,2,2-trifluoroethoxy)phenyl]-2-[5-(3-hydroxyoxetan-3-yl)pyridin-2-yl]-2,3-dihydro-1H-pyrrolo[3,4-c]pyridin-1-one FC1=CC(=C(C=C1)C1=NC=CC2=C1CN(C2=O)C2=NC=C(C=C2)C2(COC2)O)OCC(F)(F)F